1-(6-(1-((1-((4-amino-3-fluorophenyl)sulfonyl)piperidin-4-yl)methyl)piperidin-4-yl)-1-methyl-1H-indazol-3-yl)dihydropyrimidine-2,4(1H,3H)-dione NC1=C(C=C(C=C1)S(=O)(=O)N1CCC(CC1)CN1CCC(CC1)C1=CC=C2C(=NN(C2=C1)C)N1C(NC(CC1)=O)=O)F